5-(3-methyl-1-(2-(6-(piperazin-1-yl)pyridin-3-yl)ethyl)-4,6-dihydropyrrolo[3,4-c]pyrazol-5(1H)-yl)quinoline-8-carbonitrile CC=1C2=C(N(N1)CCC=1C=NC(=CC1)N1CCNCC1)CN(C2)C2=C1C=CC=NC1=C(C=C2)C#N